C(C)(C)(C)OC(=O)NC=1C(N(C=CC1)[C@H](C(=O)N[C@@H](C[C@H]1C(NCCC1)=O)C(=O)OC)CC(C)C)=O methyl N-[(2S)-2-{3-[(tert-butoxycarbonyl)amino]-2-oxopyridin-1(2H)-yl}-4-methylpentanoyl]-3-[(3S)-2-oxopiperidin-3-yl]-L-alaninate